(-)-citraconic acid C(\C(\C)=C/C(=O)O)(=O)O